BrC=1C=C2C(=NC1)C(CO2)=O 6-Bromofuro[3,2-b]pyridin-3(2H)-one